6-(4-cyclopropyl-6-methoxypyrimidin-5-yl)-1-(4-(3-(difluoromethyl)-5-methyl-1H-pyrazol-1-yl)benzyl)-1H-pyrazolo[3,4-d]pyrimidine C1(CC1)C1=NC=NC(=C1C1=NC=C2C(=N1)N(N=C2)CC2=CC=C(C=C2)N2N=C(C=C2C)C(F)F)OC